CCCCCCCCCCCC1CCCC1 N-UNDECYLCYCLOPENTANE